BrC=1SC(=CC1C(=O)OCC)Br ethyl 2,5-dibromothiophene-3-carboxylate